Bis(2-ethylbutyl) 7,7'-((4-(2-(4-(2-((4-(bis(2-hydroxy-7-isopropoxy-7-oxoheptyl)amino)butyl)disulfaneyl)ethyl)piperazin-1-yl)ethoxy)-4-oxobutyl)azanediyl)bis(6-hydroxyheptanoate) OC(CN(CCCCSSCCN1CCN(CC1)CCOC(CCCN(CC(CCCCC(=O)OCC(CC)CC)O)CC(CCCCC(=O)OCC(CC)CC)O)=O)CC(CCCCC(OC(C)C)=O)O)CCCCC(=O)OC(C)C